NC1=NC=2C=C(C=CC2C2=C1COC2)CN(C(=O)C=2C=NC(=CC2)C2CC2)C2=CC=CC=1C(CCS(C12)(=O)=O)(F)F N-({4-amino-1H,3H-furo[3,4-c]quinolin-7-yl}methyl)-6-cyclopropyl-N-(4,4-difluoro-1,1-dioxo-3,4-dihydro-2H-1λ6-benzothiopyran-8-yl)pyridine-3-carboxamide